C(C=CCCCCCCCC)(=O)OCCCCCCCC octyl undecenoate